CCCC=CCCCC delta-nonene